CO[C@H]1[C@@H](CN(C1)C)O (3R,4R)-4-methoxy-1-methylpyrrolidin-3-ol